(dimethyl)tris(dimethylamino)zirconium C[Zr](N(C)C)(N(C)C)(N(C)C)C